1-(2-(3-chlorobenzyl)piperidin-1-yl)-3-(4-(methylsulfonyl)phenoxy)propan-2-ol tert-butyl-3-[4-[(3-nitro-6-phenyl-2-pyridyl)amino]phenyl]piperidine-1-carboxylate C(C)(C)(C)C1N(CCCC1C1=CC=C(C=C1)NC1=NC(=CC=C1[N+](=O)[O-])C1=CC=CC=C1)C(=O)OC(CN1C(CCCC1)CC1=CC(=CC=C1)Cl)COC1=CC=C(C=C1)S(=O)(=O)C